5-octyl-1-(4-vinylbenzyl)-1H-tetrazole C(CCCCCCC)C1=NN=NN1CC1=CC=C(C=C1)C=C